CC1=NN(C(=C1)C)C=1C=CC(N(N1)C1CCN(CC1)CC=1C=NC=CC1)=O 6-(3,5-dimethylpyrazol-1-yl)-2-[1-(pyridin-3-ylmethyl)piperidin-4-yl]pyridazin-3-one